6-chloro-2-methylimidazo[1,2-a]pyrazine-8-carbonitrile ClC=1N=C(C=2N(C1)C=C(N2)C)C#N